3-1-cyclopropyl-6-fluoro-8-methyl-4-oxo-1,4-dihydroquinoline-3-carboxylic acid ethyl ester C(C)OC(=O)C1(CNC2=C(C=C(C=C2C1=O)F)C)C1CC1